C(C)N1C=2C3=CN=C(C(O[C@@H](C4=CC(=CC=C4C4=CC(=NN4CC2C=N1)F)F)C)=C3)N (19R)-3-ethyl-10,16-difluoro-19-methyl-20-oxa-3,4,8,9,23-pentaazapentacyclo[19.3.1.02,6.08,12.013,18]pentacosa-1(24),2(6),4,9,11,13,15,17,21(25),22-decaen-22-amine